4-[N,N-bis(2-hydroxyethyl)-N-(2-hydroxydodecyl) ammonio]-butane-1-carboxylate OCC[N+](CC(CCCCCCCCCC)O)(CCO)CCCCC(=O)[O-]